tridecyl trimellitate ethylhexyl-palmitate tridecyl-trimellitate C(CCCCCCCCCCCC)OC(C=1C(C(=O)O)=CC(C(=O)O)=CC1)=O.C(C)C(C(=O)O)(CCCCCCCCCCCCCC)CCCCCC.C(C=1C(C(=O)O)=CC(C(=O)O)=CC1)(=O)OCCCCCCCCCCCCC